N[C@@H](CCCN)C(=O)O (-)-ornithine